C(CC)OC[C@H]1N(CC(C1)C1=CC=C(C=C1)C(F)(F)F)C1=CC=C(C(=O)O)C=C1 4-((2S)-2-(propoxymethyl)-4-(4-(trifluoromethyl)phenyl)pyrrolidin-1-yl)benzoic acid